CC1=CC(=NN1)NC=1C2=C(N=C(N1)SC1=CC=C(C=C1)NC(C)=O)C1(CCN(CC1)C(C(C)(C)C)=O)CC2 N-(4-((4-((5-methyl-1H-pyrazol-3-yl)amino)-1'-pivaloyl-5,6-dihydrospiro[cyclopenta[d]pyrimidine-7,4'-piperidin]-2-yl)thio)phenyl)acetamide